(6R)-6-[[5-(trifluoromethyl)pyrazin-2-yl]methyl]-2-azaspiro[3.4]octane FC(C=1N=CC(=NC1)C[C@H]1CC2(CNC2)CC1)(F)F